(5aS,6R,11bS)-14-(cyclopropylmethyl)-3-(pyrimidin-2-ylmethyl)-2,3,4,5,6,7-hexahydro-6,11b-(epiminoethano)naphtho[1,2-d]azepine-5a,10(1H)-diol C1(CC1)CN1CC[C@]23CCN(CC[C@]2([C@H]1CC1=CC=C(C=C13)O)O)CC1=NC=CC=N1